1-(3-methylenepropyl)-3-ethylcarbodiimide C=CCCN=C=NCC